5-fluoro-2-[4-[(3S)-3-(6-methylpyrazin-2-yl)isoxazolidine-2-carbonyl]-1-piperidinyl]pyrimidine-4-carboxamide FC=1C(=NC(=NC1)N1CCC(CC1)C(=O)N1OCC[C@H]1C1=NC(=CN=C1)C)C(=O)N